(R)-N-(6-(5-cyano-6,7-dihydro-5H-pyrrolo[2,1-c][1,2,4]triazol-3-yl)pyridin-2-yl)-5-(4-cyclopropyl-1H-imidazol-1-yl)-2-fluoro-4-methylbenzamide C(#N)[C@H]1CCC2=NN=C(N21)C2=CC=CC(=N2)NC(C2=C(C=C(C(=C2)N2C=NC(=C2)C2CC2)C)F)=O